COC1=C(C=C2C(=C1)C(=NC=N2)N3CCN(CC3)C(=O)NC4=CC=C(C=C4)OC5=CC=CC=C5)OC The molecule is an N-arylpiperazine that is piperazine in which the hydrogen attached to the nitrogen at position 1 is replaced by a (4-phenoxyphenyl)aminocarbonyl group, while the hydrogen attached to the nitrogen at position 4 is replaced by a 6,7-dimethoxyquinazolin-4-yl group. It is an inhibitor of tyrosine kinases FLT3, PDGFR and KIT. It has a role as an EC 2.7.10.1 (receptor protein-tyrosine kinase) inhibitor. It is a N-arylpiperazine, a N-carbamoylpiperazine, an aromatic ether, a member of phenylureas, a member of quinazolines and a tertiary amino compound.